boric acid tris(2,2,2-trifluoroethyl) ester FC(COB(OCC(F)(F)F)OCC(F)(F)F)(F)F